[C@]1([C@](O)([C@](O)([C@@H](CO)O1)C(=O)[O-])C(=O)[O-])(N1C(=O)NC(=O)C=C1)C(=O)[O-] uridine-triat